OCC(CO)(CO)N1N=NC(=C1)CCCC(=O)O 4-(1-(1,3-dihydroxy-2-(hydroxymethyl)propan-2-yl)-1H-1,2,3-triazol-4-yl)butanoic acid